C1(=CC=CC=C1)C=1C=C2C=3C=C(C=CC3NC2=CC1)C1=CC=CC=2NC3=CC=C(C=C3C12)C1=CC=CC=C1 6,6'-diphenyl-9H,9'H-3,4'-bicarbazole